NC1=CN=C(N1CCO)C 2-(5-amino-2-methyl-1H-imidazole-1-yl)ethanol